tert-butyl 4-[3-ethynyl-5-[(15R)-15-methyl-13-oxo-11-thia-6,14,17-triazatetracyclo[8.8.0.02,7.012,18]octadeca-1,3,5,7,9,12(18)-hexaen-5-yl]phenyl]piperazine-1-carboxylate C(#C)C=1C=C(C=C(C1)C=1C=CC2=C3C=4NC[C@H](NC(C4SC3=CC=C2N1)=O)C)N1CCN(CC1)C(=O)OC(C)(C)C